COC1=CC=C(C=C1)C(OCC(COP([O-])N(C(C)(C)CCC#N)C(C)C)COCN1C(NC(C=C1)=O)=O)(C1=CC=CC=C1)C1=CC=C(C=C1)OC 3-[bis(4-methoxyphenyl)(phenyl)methoxy]-2-{[(2,4-dioxo-3,4-dihydropyrimidin-1(2H)-yl)methoxy]methyl}propyl(2-cyanoethyl)diisopropylphosphoramidite